C1=C(C=CC2=CC=CC=C12)C=1C2=CC=CC=C2C(=C2C=CC(=CC12)C(C)(C)C)C1=CC2=CC=CC=C2C=C1 9,10-Di-(2-naphthyl)-2-tert-butyl-anthracene